6-(3-amino-6-methylphenyl)-2-phenoxymethylimidazo[1,2-a]pyrimidine NC=1C=C(C(=CC1)C)C=1C=NC=2N(C1)C=C(N2)COC2=CC=CC=C2